3-amino-tetrahydropyrrolo[3,4-c]pyrazole NC1C2C(NN1)=CN=C2